CC1(NC(CC(C1)C(C(=O)[O-])(C(=O)[O-])C1CC(NC(C1)(C)C)(C)C)(C)C)C bis(2,2,6,6-tetramethyl-4-piperidyl)-malonate